N,N-diallyl-3-chloroaniline C(C=C)N(C1=CC(=CC=C1)Cl)CC=C